N-(5-(5-amino-1H-pyrazol-1-yl)-1,3,4-thiadiazol-2-yl)-4-(bicyclo[1.1.1]pentan-1-ylamino)-3-(2-hydroxyethoxy)-2-oxo-2H-pyran-6-carboxamide NC1=CC=NN1C1=NN=C(S1)NC(=O)C1=CC(=C(C(O1)=O)OCCO)NC12CC(C1)C2